(S)-2-chloro-N-(2-methyl-3-((3-(2-(piperidin-3-ylamino)pyrimidin-4-yl)pyridin-2-yl)oxy)phenyl)benzenesulfonamide ClC1=C(C=CC=C1)S(=O)(=O)NC1=C(C(=CC=C1)OC1=NC=CC=C1C1=NC(=NC=C1)N[C@@H]1CNCCC1)C